FC(OC=1C=C(C=CC1C)[C@H]1CC2(CN(C2)C(=O)C2CC(C2)(C)O)CC1)F |r| (rac)-(6-(3-(Difluoromethoxy)-4-methylphenyl)-2-azaspiro[3.4]octan-2-yl)((1s,3s)-3-hydroxy-3-methylcyclobutyl)methanon